2-amino-4-hydroxy-6-butyl-pyrimidine NC1=NC(=CC(=N1)O)CCCC